CN1N=CC2=C(C=CC=C12)C1CC2(CN(C2)C=O)CC1 (6-(1-methyl-1H-indazol-4-yl)-2-azaspiro[3.4]octan-2-yl)methanone